CSCC/C(=C/C(=O)[O-])/C(=O)[O-] The molecule is a 2-(omega-methylthio)alkylmaleate(2-) obtained by deprotonation of both carboxy groups of 2-(2-methylthio)ethylmaleic acid; major species at pH 7.3. It is a conjugate base of a 2-(2-methylthio)ethylmaleic acid.